methyl (2S)-2-[(tert-butoxycarbonyl)amino]-3-[3-(4,4,5,5-tetramethyl-1,3,2-dioxaborolan-2-yl)phenyl]propanoate C(C)(C)(C)OC(=O)N[C@H](C(=O)OC)CC1=CC(=CC=C1)B1OC(C(O1)(C)C)(C)C